ClC1=CC2=C(N(C(N=C2N2C[C@H](N(C[C@@H]2C)C(=O)OC(C)(C)C)C)=O)C=2C(=NC=CC2SC)C(C)C)N=C1Cl tert-butyl (2R,5S)-4-(6,7-dichloro-1-(2-isopropyl-4-(methylthio) pyridin-3-yl)-2-oxo-1,2-dihydropyrido[2,3-d]pyrimidin-4-yl)-2,5-dimethylpiperazine-1-carboxylate